C(C1=CC=CC=C1)OCCCCC=1OC2=C(N1)C=CC=1CCC(C12)CCNC(C)=O N-(2-{2-[4-(benzyloxy)butyl]-7,8-dihydro-6H-indeno[5,4-d][1,3]oxazol-8-yl}ethyl)acetamide